[C@H]12CN(C[C@H](CC1)N2)C=2C1=C(N=C(N2)OC([2H])([2H])[C@H]2N(CCC2)C([2H])([2H])[2H])C(N(C=C1)C1=CC(=CC2=CC=C(C(=C12)F)F)O)=O 4-((1R,5S)-3,8-Diazabicyclo[3.2.1]octan-3-yl)-7-(7,8-difluoro-3-hydroxynaphthalen-1-yl)-2-(((S)-1-(methyl-d3)pyrrolidin-2-yl)methoxy-d2)pyrido[3,4-d]pyrimidin-8(7H)-one